3-cyclopropyl-3-(pyridin-2-yldisulfanyl)propanoic acid 2,5-dioxopyrrolidin-1-yl ester O=C1N(C(CC1)=O)OC(CC(SSC1=NC=CC=C1)C1CC1)=O